6-bromo-2-hydroxy-5-methyl-1,2-benzoxaborole BrC1=CC2=C(CB(O2)O)C=C1C